CCCCCCCCCCCCCCCCCCCCC#CC#CC(=O)O pentacosadiynoic acid